FC1=C(CN(S(=O)(=O)C)C=2C=C(C=CC2)C)C=CC(=C1)C(=O)NNC(C(F)(F)F)=O N-(2-fluoro-4-(2-(2,2,2-trifluoroacetyl)hydrazine-1-carbonyl)benzyl)-N-(m-tolyl)methanesulfonamide